5-(8-((1S,2S)-2-(5-(trifluoromethyl)pyrimidin-2-yl)cyclopropyl)imidazo[1,2-b]pyridazin-6-yl)pyrimidine-2,4(1H,3H)-dione FC(C=1C=NC(=NC1)[C@@H]1[C@H](C1)C=1C=2N(N=C(C1)C=1C(NC(NC1)=O)=O)C=CN2)(F)F